C1(CCC12CNCC2)N 6-azaspiro[3.4]octan-1-amine